N1(CCC1)C(=O)C=1C(=NN(C1C)C1=NC=C(C(=C1)OC1CN(C1)C(=O)N1N=CC[C@H]1C1=CC(=CC(=C1)F)F)F)C (S)-azetidin-1-yl-(1-(4-((1-(5-(3,5-difluorophenyl)-4,5-dihydro-1H-pyrazole-1-carbonyl)azetidin-3-yl)oxy)-5-fluoropyridin-2-yl)-3,5-dimethyl-1H-pyrazol-4-yl)methanone